2-ethyl-phthalate C(C)C1(C(C(=O)[O-])C=CC=C1)C(=O)[O-]